ClC1=C(C(=C(C=C1F)[C@H]1CC[C@H](C=2C=C(C=C(C12)C#N)F)O)C)C#N (5R,8R)-8-(4-chloro-3-cyano-5-fluoro-2-methylphenyl)-3-fluoro-5-hydroxy-5,6,7,8-tetrahydro-naphthalene-1-carbonitrile